[Na].FC1CC(N(C1)C(CC1=C(N=NN1)C(F)(F)F)=O)C(=O)N 4-fluoro-1-{2-[4-(trifluoromethyl)-1H-1,2,3-triazol-5-yl]acetyl}pyrrolidine-2-carboxamide sodium